4-(4-hexadecyl-2,6-diiodophenylaminocarbonyl)-2,2,3,3,4,4-hexafluorobutyrate C(CCCCCCCCCCCCCCC)C1=CC(=C(C(=C1)I)NC(=O)C(C(C(C(=O)[O-])(F)F)(F)F)(F)F)I